O.[Si]([O-])([O-])([O-])[O-].[K+].[K+].[K+].[K+] potassium silicate salt hydrate